1-Ethyl 1-(4-chloro-2-(methylthio)pyrimidin-5-yl)cyclopropanecarboxylate ClC1=NC(=NC=C1C1(CC1)C(=O)OCC)SC